N-((6-methoxy-1-methyl-1H-benzimidazol-7-yl)-methyl)-5-(trifluoro-methyl)thiophene-2-carboxamide COC=1C=CC2=C(N(C=N2)C)C1CNC(=O)C=1SC(=CC1)C(F)(F)F